C(C)(C)C1=C(C(=CC=C1)C(C)C)N1C(N(C=C1)C1=C(C=CC=C1C(C)C)C(C)C)C1N(C=CC2=CC=CC=C12)[Pd-](Cl)Cl [1,3-bis(2,6-diisopropylphenyl)imidazol-2-yl-isoquinolin-2-yl]palladium (II) dichloride